COC1=CC=C(C=NC2=CC=C(C=C2)CCCC)C=C1 N-(4-methoxybenzylidene)-4-butylaniline